2-cyclopropyl-6-((tetrahydro-2H-pyran-4-yl)methoxy)isonicotinic acid C1(CC1)C=1C=C(C(=O)O)C=C(N1)OCC1CCOCC1